3-(1-n-pentyl-1H-indol-3-yl)-3-oxopropanenitrile C(CCCC)N1C=C(C2=CC=CC=C12)C(CC#N)=O